N-(5,7-difluoro-1-(1-methylcyclobutyl)-1H-benzo[d]imidazol-2-yl)-2-(1-(trifluoromethyl)cyclopropyl)acetamide FC1=CC2=C(N(C(=N2)NC(CC2(CC2)C(F)(F)F)=O)C2(CCC2)C)C(=C1)F